CON=C(C#CC1=CC=CC=C1)C1=CC=C(C=C1)C(F)(F)F 1-(4-trifluoromethylphenyl)-3-phenyl-prop-2-yn-1-one-O-methyloxime